4-chlorophenylhydrazine hydrogen chloride Cl.ClC1=CC=C(C=C1)NN